N1C=NC(=C1)/C=C/C(=O)NCC1=NC=CN=C1 (2E)-3-(1H-imidazol-4-yl)-N-[(pyrazin-2-yl)methyl]prop-2-enamide